C(CC(C)C)(=O)OC(CC[C@@H](C(=O)O)NC(=O)C1=CC=C(NCC2=CN=C3N=C(N)NC(=O)C3=N2)C=C1)=O folyl isovalerate